C1(=CC=CC=C1)S(=O)(=O)OC=1C=C(C=CC1)NC(=O)NC1=CC(=CC=C1)OS(=O)(=O)C1=CC=CC=C1 N-[3-(phenylsulfonyloxy)phenyl]-N'-[3-(phenylsulfonyloxy)phenyl]urea